N-methyl-N-(piperidin-4-yl)isoquinolin-5-amine hydrochloride Cl.CN(C=1C=2C=CN=CC2C=CC1)C1CCNCC1